6-bromo-5,8-dimethyl-[1,2,4]triazolo[4,3-a]pyridine BrC=1C=C(C=2N(C1C)C=NN2)C